BrC1=CC(=C(C=C1)NC=1N(C(C(=C2CCN(C(C12)=O)OCCO)C)=O)C)F 8-((4-bromo-2-fluorophenyl)amino)-2-(2-hydroxyethoxy)-5,7-dimethyl-3,4-dihydro-2,7-naphthyridine-1,6(2H,7H)-dione